C1CCC2=CC(=CC=C12)C(=C)C=1N=CNC1 4-[1-(2,3-dihydro-1H-inden-5-yl)vinyl]-1H-imidazole